Br/C=C/C(=O)O (E)-3-bromoacrylic acid